C(=O)(O)CC1N(CCC(C1)C(=O)O)C(=O)N1CCC2=CC=CC=C12 (carboxymethyl)-1-(indoline-1-carbonyl)piperidine-4-carboxylic acid